(E)-1-(1-(4-(4-((2-(4-(trifluoromethyl)styryl)oxazol-4-yl)methoxy)phenyl)butyl)-1H-1,2,3-triazol-4-yl)cyclopentanol FC(C1=CC=C(/C=C/C=2OC=C(N2)COC2=CC=C(C=C2)CCCCN2N=NC(=C2)C2(CCCC2)O)C=C1)(F)F